C(C1=CC=CC=C1)OC12[C@H](O[C@@H]3OC(O[C@@H]31)(C)C)C(OC2)CC2=CC=C3C=C(C(=NC3=C2)NCC2=C(C=C(C=C2)OC)OC)Br 7-(((3aR,4aR,7bR)-7a-(benzyloxy)-2,2-dimethylhexahydrofuro[3',4':4,5]furo[2,3-d][1,3]dioxol-5-yl)methyl)-3-bromo-N-(2,4-dimethoxybenzyl)quinolin-2-amine